methyl (R)-5-(10-ethyl-11-methoxy-1,2,4,4a,5,6-hexahydro-3H,14H-pyrazino[1',2':5,6][1,5]oxazocino[2,3-g]quinolin-3-yl)picolinate C(C)C=1C(=NC2=CC3=C(C=C2C1)OCC[C@H]1N(C3)CCN(C1)C=1C=CC(=NC1)C(=O)OC)OC